FC(C1=CC=C(C=C1)C=1C(=CC=CC1)C(=O)O)(F)F 4'-(trifluoromethyl)[1,1'-biphenyl]-2-carboxylic acid